FC=1C=C(C=CC1F)[C@H]1[C@@H](O[C@]([C@H]1C)(C(F)(F)F)C)C(=O)NC1=CC(=NC=C1)C(=O)N |r| Rac-(2R,3s,4s,5R)-4-[[3-(3,4-difluorophenyl)-4,5-dimethyl-5-(trifluoromethyl)tetrahydrofuran-2-carbonyl]amino]pyridine-2-carboxamide